CN(C1=NC=C(C(=N1)NC1CCC(CC1)C(=O)N)[N+](=O)[O-])C1CCOCC1 (1S,4S)-4-((2-(methyl-(tetrahydro-2H-pyran-4-yl)amino)-5-nitropyrimidin-4-yl)amino)cyclohexane-1-carboxamide